5,5'-dichloro-3,4'-diaminobiphenyl 4-(4-(4-((5-(tert-butyl)-1,2,4-oxadiazole-3-carboxamido)methyl)-3-methylphenyl)pyrrolo[2,1-f][1,2,4]triazin-6-yl)but-3-yn-1-yl-methanesulfonate C(C)(C)(C)C1=NC(=NO1)C(=O)NCC1=C(C=C(C=C1)C1=NC=NN2C1=CC(=C2)C#CCCCS(=O)(=O)O)C.ClC=2C=C(C=C(C2)C2=CC=C(C(=C2)Cl)N)N